ClC=1C=C(C=C(C1)OC1=CC=C(C=C1)Cl)NC(=O)C1=CC2=C(S1)C=CC(=C2)CS(=O)(=O)C N-(3-Chloro-5-(4-chlorophenoxy)phenyl)-5-((methylsulfonyl)methyl)benzo[b]thiophen-2-carboxamid